[Si](C)(C)(C(C)(C)C)OCC=1C(=C(C(=CC1)OC)S(=O)(=O)Cl)OC ((tert-Butyldimethylsilanyloxy)methyl)-2,6-dimethoxybenzenesulfonyl chloride